(3S)-3-(5-{4-[(4-methylpiperidin-4-yl)methyl]piperazin-1-yl}-1-oxo-3H-isoindol-2-yl)piperidine-2,6-dione CC1(CCNCC1)CN1CCN(CC1)C=1C=C2CN(C(C2=CC1)=O)[C@@H]1C(NC(CC1)=O)=O